Di(heptadecan-9-yl) 8,8'-((2-hydroxyethyl)azanediyl)dioctanoate OCCN(CCCCCCCC(=O)OC(CCCCCCCC)CCCCCCCC)CCCCCCCC(=O)OC(CCCCCCCC)CCCCCCCC